2-[(2-chloro-3-fluoro-benzoyl)amino]-4-[ethyl-[4-(5,6,7,8-tetrahydro-1,8-naphthyridin-2-yl)butyl]amino]butanoic acid ClC1=C(C(=O)NC(C(=O)O)CCN(CCCCC2=NC=3NCCCC3C=C2)CC)C=CC=C1F